2-(4-aminopiperidin-1-yl)-4-(4-cyano-3-fluorophenyl)-5-(5-fluoro-3-methylbenzo[d]isoxazol-6-yl)-6-methylnicotinonitrile NC1CCN(CC1)C1=C(C#N)C(=C(C(=N1)C)C1=CC2=C(C(=NO2)C)C=C1F)C1=CC(=C(C=C1)C#N)F